FC1=CC=C(C=C1)C1=NC2=CC=CC=C2C(N1C)=O 2-(4-fluorophenyl)-3-methyl-quinazolin-4(3H)-one